N,N'-bis(5-aminopyridin-2-yl)-N,N'-di(t-butoxycarbonyl)ethylenediamine NC=1C=CC(=NC1)N(CCN(C(=O)OC(C)(C)C)C1=NC=C(C=C1)N)C(=O)OC(C)(C)C